5-(2,4-dimethyl-1,3-benzoxazol-6-yl)-2-(6-{[(3S,4R)-3-fluoro-2,2,6,6-tetramethylpiperidin-4-yl]oxy}pyridazin-3-yl)pyridin-3-ol CC=1OC2=C(N1)C(=CC(=C2)C=2C=C(C(=NC2)C=2N=NC(=CC2)O[C@H]2[C@H](C(NC(C2)(C)C)(C)C)F)O)C